tert-butyl (1R,5S)-3-[[(2,2,2-trichloroethoxy)carbonyl]amino]-8-azabicyclo[3.2.1]octane-8-carboxylate ClC(COC(=O)NC1C[C@H]2CC[C@@H](C1)N2C(=O)OC(C)(C)C)(Cl)Cl